[1-[(1,3-dioxoisoindolin-2-yl)methyl]-2-fluoro-ethyl] 4-methylbenzenesulfonate CC1=CC=C(C=C1)S(=O)(=O)OC(CF)CN1C(C2=CC=CC=C2C1=O)=O